tert-butyl 2-(((S)-1-(7-methyl-2-((R)-1-methylisoindolin-2-yl)-4-oxo-4H-pyrido[1,2-a]pyrimidin-9-yl)ethyl)amino)benzoate CC=1C=C(C=2N(C(C=C(N2)N2[C@@H](C3=CC=CC=C3C2)C)=O)C1)[C@H](C)NC1=C(C(=O)OC(C)(C)C)C=CC=C1